hexahydro-1λ6-thiopyran 1-oxide [SH2]1(CCCCC1)=O